C(C1=CC=CC=C1)[C@@](CC(C)C)(C)NC(=O)C=1C=NC2=CC=CC=C2C1 N-[(1S)-1-benzyl-1,3-dimethyl-butyl]quinoline-3-carboxamide